methyl 7-((((4,4-difluorocyclohexyl) methyl) amino) methyl)-3,3-dimethyl-2,3-dihydrofuro[3,2-b]pyridine-5-carboxylate FC1(CCC(CC1)CNCC1=C2C(=NC(=C1)C(=O)OC)C(CO2)(C)C)F